CC(CCCC(=O)O)C(C=C)C 5,6-dimethyl-7-octenoic acid